C(C)(=O)N1C(CN(CC1)C(\C=C/Cl)=O)C1=CC(=NC(=C1)Cl)C1=CC(=NC(=C1)F)C(=O)NC (Z)-4-(1-acetyl-4-(3-chloroacryloyl)piperazin-2-yl)-6-chloro-6'-fluoro-N-methyl-[2,4'-bipyridine]-2'-carboxamide